FC(C(C(C(S(=O)(=O)[O-])(F)F)(F)F)(F)F)(F)F.C(CCC)OC=1C=C2C=CC(=CC2=CC1)[S+]1CCCC1 1-(6-n-butoxynaphthalen-2-yl)tetrahydrothiophenium nonafluoro-n-butanesulfonate